The molecule is a benzofuran consisting of fused benzene and furan rings. It is the parent compound of the class of 1-benzofurans. It is a benzofuran and a member of 1-benzofurans. C1=CC=C2C(=C1)C=CO2